O1CN=CC2=C1C=CC=C2 benzo[e][1,3]oxazine